1-((2-(Trimethylsilyl)ethoxy)methyl)-1H-pyrrole-2-carbonitrile C[Si](CCOCN1C(=CC=C1)C#N)(C)C